1-Cyclopropyl-6-fluoro-4-oxo-7-[4-[2-oxo-2-[4-[(E)-3-phenylprop-2-enoyl]anilino]ethyl]piperazin-1-yl]quinoline-3-carboxylic acid C1(CC1)N1C=C(C(C2=CC(=C(C=C12)N1CCN(CC1)CC(NC1=CC=C(C=C1)C(\C=C\C1=CC=CC=C1)=O)=O)F)=O)C(=O)O